N'-methyl-propane-1,3-diamine CNCCCN